5-((4-Chloro-5-((3-(2,3-dihydrobenzo[b][1,4]dioxin-6-yl)-2-methylbenzyl)oxy)-2-formylphenoxy)methyl)pyridine-3-sulfonamide ClC1=CC(=C(OCC=2C=C(C=NC2)S(=O)(=O)N)C=C1OCC1=C(C(=CC=C1)C1=CC2=C(OCCO2)C=C1)C)C=O